C1(CCCCC1)C1=C(C=C(C(=O)O)C=C1OC)OC 4-Cyclohexyl-3,5-dimethoxybenzoic acid